8-bromo-7-fluoro-N-(3-fluorophenyl)-N-methyl-[1,2,4]Triazolo[4,3-a]Quinazoline-5-amine BrC1=C(C=C2C(=NC=3N(C2=C1)C=NN3)N(C)C3=CC(=CC=C3)F)F